C1\C=C/CCCCCCCCCCCCCC(=O)OC1=O cis-2-hexadecene-1,16-dicarboxylic anhydride